1-{4-[7-(1-benzofuran-5-yl-ethylamino)-1-(1-ethyl-propyl)-1H-pyrazolo[4,3-d]pyrimidin-5-yl]-piperazin-1-yl}-ethanone O1C=CC2=C1C=CC(=C2)C(C)NC=2C1=C(N=C(N2)N2CCN(CC2)C(C)=O)C=NN1C(CC)CC